5-chloro-2-methyl-6,8-dihydro-1,4,7,8b-tetraaza-as-indacene-7-carboxylic acid ethyl ester C(C)OC(=O)N1CC=2C(=NC3=CC(=NN3C2C1)C)Cl